FC=1C=C2C(=NC(=NC2=CC1)C)N1CC=2C=C(C=NC2CC1)C1=C(C=CC=C1)C 6-fluoro-2-methyl-4-(3-(o-tolyl)-7,8-dihydro-1,6-naphthyridin-6(5H)-yl)quinazoline